COC(CCCCCCC\C=C\C\C=C/CCCCC)=O trans-linoleic acid methyl ester